1-(3-azidohept-6-ynyl)pyrrolidin-2-one N(=[N+]=[N-])C(CCN1C(CCC1)=O)CCC#C